8-fluoro-7-(6-(1-(1-(4-fluorophenyl)propyl)-1H-pyrazol-4-yl)pyrazin-2-yl)-[1,2,4]-triazolo[1,5-a]pyridin-2-amine FC=1C=2N(C=CC1C1=NC(=CN=C1)C=1C=NN(C1)C(CC)C1=CC=C(C=C1)F)N=C(N2)N